methacrylic acid (hydroxy)phosphinate methyl-methacrylate COC(C(=C)C)=O.OP(O)=O.C(C(=C)C)(=O)O